2-bromomethyl-3,4-ethylenedioxythiophene BrCC=1SC=C2C1OCCO2